FC12CC(C1)(C2)N2C(N(C(C2)C#N)C2=CN=CC1=CC=CC=C21)=O 1-(3-fluorobicyclo[1.1.1]pentan-1-yl)-3-(isoquinolin-4-yl)-2-oxoimidazolidine-4-carbonitrile